ClC1=CC(=NC2=C3N=C(C=CC3=CC=C12)C)C 4-chloro-2,9-dimethyl-phenanthroline